FC=1C=C(CN2CC3=C(CC2)N(N(C3=O)CC3=C(CNC(CO)=O)C=C(C=C3)F)CCO)C=C(C1)F N-(2-((5-(3,5-difluorobenzyl)-1-(2-hydroxyethyl)-3-oxo-1,3,4,5,6,7-hexahydro-2H-pyrazolo[4,3-c]pyridin-2-yl)methyl)-5-fluorobenzyl)-2-hydroxyacetamide